CCC(CC=C)OC1=C(C(=C(C(=O)OC)C(=C1)C)O)C methyl 4-(hex-5-en-3-yloxy)-2-hydroxy-3,6-dimethylbenzoate